1-(5-((4-propylpiperazin-1-yl)methyl)pyrazolo[1,5-a]pyridin-3-yl)dihydropyrimidine-2,4(1H,3H)-dione C(CC)N1CCN(CC1)CC1=CC=2N(C=C1)N=CC2N2C(NC(CC2)=O)=O